C(O)C=CC methylolpropylene